5-bromo-8-(((3r,4s)-4-hydroxytetrahydro-2H-pyran-3-yl)amino)-2-methyl-2,7-naphthyridin-1(2H)-one BrC1=C2C=CN(C(C2=C(N=C1)N[C@@H]1COCC[C@@H]1O)=O)C